FC(C=1OC=2CN(CCC2N1)C(=O)OC(C)(C)C)(F)F tert-butyl 2-(trifluoromethyl)-6,7-dihydro-4H-oxazolo[5,4-c]pyridine-5-carboxylate